ClC1=CC(=C2C=NNC2=C1)C1(C[C@H]2C([C@H]2C1)NC(=O)N)O 1-((1r,3r,5s,6r)-3-(6-chloro-1H-indazol-4-yl)-3-hydroxybicyclo[3.1.0]hexane-6-yl)urea